C(=O)C1=C(C(=O)N2[C@](COCC2)(C)COC2=C(C=O)C(=CC=C2)O)C=CC=C1O 2-[[(3S)-4-(2-formyl-3-hydroxybenzoyl)-3-methylmorpholin-3-yl]methoxy]-6-hydroxybenzaldehyde